(1-(8-((2,3-dichlorophenyl)thio)imidazo[1,2-c]pyrimidin-5-yl)-4-phenylpiperidin-4-yl)methylamine ClC1=C(C=CC=C1Cl)SC=1C=2N(C(=NC1)N1CCC(CC1)(C1=CC=CC=C1)CN)C=CN2